BrC1=CC(=C(OCCCC(C(=O)O)(C)CC)C=C1C)C 5-(4-bromo-2,5-dimethylphenoxy)-2-ethyl-2-methylpentanoic acid